BrCC(=O)C1COC2=C(O1)C=CC(=C2)C(=O)NC(C)(C)C 2-(2-bromoacetyl)-N-tert-butyl-2,3-dihydro-1,4-benzodioxin-6-carboxamide